tert-butyl (1R,5S)-1-((methylthio)methyl)-3-Trityl-3,8-diazabicyclo[3.2.1]octane-8-carboxylate CSC[C@]12CN(C[C@H](CC1)N2C(=O)OC(C)(C)C)C(C2=CC=CC=C2)(C2=CC=CC=C2)C2=CC=CC=C2